NC1=NC=2C=C(C(=CC2C2=C1COC2)C(=O)O)OC 4-amino-7-methoxy-1,3-dihydrofuro[3,4-c]quinoline-8-carboxylic acid